5-(1-ethyl-1H-pyrazol-4-yl)-1-methyl-4-phenylpyridin-2(1H)-one C(C)N1N=CC(=C1)C=1C(=CC(N(C1)C)=O)C1=CC=CC=C1